N1CC(C1)N1N=CC(=C1)B1OC(C(O1)(C)C)(C)C 1-(azetidin-3-yl)-4-(4,4,5,5-tetramethyl-1,3,2-dioxaborolan-2-yl)-1H-pyrazole